CCCCCCCC/C=C\CCCCCCCC(=O)O[C@H](COC(=O)CCCCCCC/C=C\CCCCCC)COP(=O)([O-])OCC[N+](C)(C)C 1-(9Z-hexadecenoyl)-2-(9Z-octadecenoyl)-sn-glycero-3-phosphocholine